C(C)C1=NN(C=C1C(=O)NOCC=C)CC1=CC=C(C=C1)O\C=C(\C(F)(F)F)/OCC ethyl-1-[[4-[[(1Z)-2-ethoxy-3,3,3-trifluoro-1-propen-1-yl]oxy]-phenyl]methyl]-N-(2-propen-1-yloxy)-1H-pyrazole-4-carboxamide